COCCN(C1=NC(=NC(=N1)N1CCN(CC1)CC1=CC=C(C=C1)F)N[C@H](C(=O)OC)C1=CN=CN1)CCOC (S)-methyl 2-((4-(bis(2-methoxyethyl)amino)-6-(4-(4-fluorobenzyl)piperazin-1-yl)-1,3,5-triazin-2-yl)amino)-2-(1H-imidazol-5-yl)acetate